S1N=CN=C1NS(=O)(=O)C1=CC2=C(N(C(O2)=O)[C@H](C)C2=C(C=CC=C2)C#CCNC(OC(C)(C)C)=O)C=C1Cl (R)-tert-butyl (3-(2-(1-(6-(N-(1,2,4-thiadiazol-5-yl)sulfamoyl)-5-chloro-2-oxobenzo[d]oxazol-3(2H)-yl)ethyl)phenyl)prop-2-yn-1-yl)carbamate